C1(=CC=CC=C1)[C@@](C(=O)OC)(CC)NS(=O)(=O)C1=CC=C(C=C1)OC(F)(F)F methyl (R)-2-phenyl-2-((4-(trifluoromethoxy)phenyl)sulfonamido)butanoate